NC1=NC=CC(=N1)N1C=C(C2=CC=C(C=C12)C#CC1(CCCCC1)O)C(=O)O 1-(2-aminopyrimidin-4-yl)-6-[(1-hydroxycyclohexyl)ethynyl]-1H-indole-3-carboxylic acid